(1S,3S,3aR,8bS)-1-amino-3a-(4-chlorophenyl)-3-(3-fluorophenyl)-6,8-dimethoxy-1,2,3,3a-tetrahydro-8bH-cyclopenta[b]benzofuran-8b-ol N[C@H]1C[C@H]([C@@]2(OC3=C([C@@]21O)C(=CC(=C3)OC)OC)C3=CC=C(C=C3)Cl)C3=CC(=CC=C3)F